2-(thien-3-yl)-2-(trimethylsilyloxy)acetonitrile S1C=C(C=C1)C(C#N)O[Si](C)(C)C